3-cyano-N-(3-(6-methylbenzo[d]thiazol-5-yl)phenyl)benzamide C(#N)C=1C=C(C(=O)NC2=CC(=CC=C2)C=2C(=CC3=C(N=CS3)C2)C)C=CC1